COC1=CC(=C(C=N1)B(O)O)C (6-methoxy-4-methyl-3-pyridyl)boronic acid